3,4-epoxycyclohexylmethyl-3,4-epoxycyclohexanecarboxylic acid C1(CC2C(CC1)O2)CC2(CC1C(CC2)O1)C(=O)O